N-carbamimidoyl-2-(2,6-dichloro-3-(methylamino)phenyl)acetamide C(N)(=N)NC(CC1=C(C(=CC=C1Cl)NC)Cl)=O